6-bromo-3-((2-(4-(difluoromethoxy)phenyl)-8-methoxy-2,3-dihydrobenzo[b][1,4]dioxin-6-yl)methyl)-3H-imidazo[4,5-b]pyridine BrC=1C=C2C(=NC1)N(C=N2)CC2=CC1=C(OC(CO1)C1=CC=C(C=C1)OC(F)F)C(=C2)OC